4-(2,5-Dichlorophenyl)-5-methyl-2-(2-thienyl)imidazole lanthanum-terbium [Tb].[La].ClC1=C(C=C(C=C1)Cl)C=1N=C(NC1C)C=1SC=CC1